OCCNC1C[C@H](N(CC1)C(=O)OC(C)(C)C)C1=CC=CC=C1 tert-butyl (2S)-4-((2-hydroxyethyl)amino)-2-phenylpiperidine-1-carboxylate